C(#N)C=1C=C(C=CC1)CC(=O)NC1CCC(CC1)N(C)C1=NC=CC(=N1)NC1=NNC(=C1)C1CC1 2-(3-cyanophenyl)-N-((1R,4R)-4-((4-((5-cyclopropyl-1H-pyrazol-3-yl)amino)pyrimidin-2-yl)(methyl)amino)cyclohexyl)acetamide